OCCOCCNC(=O)C1=CC2=C(N(C(=N2)NC=2OC3=C(N2)C=CC(=C3)C=3N=CSC3)C)C=C1 N-(2-(2-hydroxyethoxy)ethyl)-1-methyl-2-((6-(thiazol-4-yl)benzo[d]oxazol-2-yl)amino)-1H-benzo[d]imidazole-5-carboxamide